OC(CCCC(=O)O)CCC(\C=C/C(CCCCCCC)O)O (Z)-5,8,11-trihydroxyoctadeca-9-enoic acid